C(C)(C)NCCCC[C@H](N)C(=O)O N6-isopropyl-L-lysine